ClC1=C(C=CC=C1NC(C1=NC=C(C=C1)C=O)=O)C1=C(C(=CC=C1)NC(C1=NC=C(C=C1)C(OC)OC)=O)Cl N-(2,2'-dichloro-3'-(5-(dimethoxymethyl)picolinamido)-[1,1'-bi-phenyl]-3-yl)-5-formylpicolinamide